N-(2-(5H-[1,3]dioxolo[4,5-f]indol-7-yl)ethyl)-2-hydroxy-4-methylbenzamide O1COC=2C1=CC=1C(=CNC1C2)CCNC(C2=C(C=C(C=C2)C)O)=O